3-(5-(1-(benzo[d]thiazol-7-ylmethyl)piperidin-4-yl)-6-fluoro-1-oxoisoindolin-2-yl)piperidine-2,6-dione S1C=NC2=C1C(=CC=C2)CN2CCC(CC2)C=2C=C1CN(C(C1=CC2F)=O)C2C(NC(CC2)=O)=O